7-(1-phenylethyl)guanosine methyl-3-fluoro-4-hydroxyl-2-naphthoate CC1=C(C(=C(C2=CC=CC=C12)O)F)C(=O)OC[C@@H]1[C@H]([C@H]([C@@H](O1)N1C=[N+](C=2C(=O)NC(N)=NC12)C(C)C1=CC=CC=C1)O)O